COC1=C(CNC2=C(N=C3N2C=NC(=C3C3=CC(=NC(=C3)C)C)C3=CC=CC=C3)C(=O)O)C=CC(=C1)OC (2,4-Dimethoxybenzylamino)-8-(2,6-dimethylpyridin-4-yl)-7-phenylimidazo[1,2-c]pyrimidine-2-carboxylic acid